2-ethoxy-3-methoxy-6-(2-(methylsulfonyl)vinyl)pyridine C(C)OC1=NC(=CC=C1OC)C=CS(=O)(=O)C